CN1C(C2=C(C(=C1)C1=NC3=CC=C(C=C3C=C1)C1=CC=C(C=C1)OCCN1CC(N(CC1)C)=O)C=CN2)=O 6-methyl-4-{6-[4-(2-(4-methyl-3-oxopiperazin-1-yl)ethoxy)phenyl]quinolin-2-yl}-1H-pyrrolo[2,3-c]pyridin-7(6H)-one